ClC1=C(C(=C2C=NNC2=C1)OC1=NC=CC2=C1N=C(N=C2N2CCN(CC2)C(C=C)=O)OC[C@H]2N(CCC2)C)C 1-[4-(8-[(6-chloro-5-methyl-1H-indazol-4-yl)oxy]-2-{[(2S)-1-methylpyrrolidin-2-yl]methoxy}pyrido[3,4-d]pyrimidin-4-yl)piperazin-1-yl]prop-2-en-1-one